N-[(1-methylethoxy)carbonyl]-L-valyl-3-(4-chlorophenyl)-β-alanine methyl ester COC(CC(NC([C@@H](NC(=O)OC(C)C)C(C)C)=O)C1=CC=C(C=C1)Cl)=O